bismuth nickel titanium oxide [O-2].[Ti+4].[Ni+2].[Bi+3]